2-(4-(3-(pyrrolidin-1-yl)propoxy)phenyl)-1-ethylquinolin-4(1H)-one N1(CCCC1)CCCOC1=CC=C(C=C1)C=1N(C2=CC=CC=C2C(C1)=O)CC